FC(OC1=C(C(=NN1C)C(F)(F)F)CSC=1N(CC[N+]1C)C)F 2-(((5-(difluoromethoxy)-1-methyl-3-(trifluoromethyl)-1H-pyrazol-4-yl)methyl)thio)-1,3-dimethyl-4,5-dihydro-1H-imidazol-3-ium